4-(1-(4-chlorobenzyl)-2-methyl-1H-imidazo[4,5-b]pyridin-6-yl)-3,5-dimethylisoxazole ClC1=CC=C(CN2C(=NC3=NC=C(C=C32)C=3C(=NOC3C)C)C)C=C1